C(C)[C@H](C(=O)OC)[C@H](C)O Methyl (2S,3S)-2-ethyl-3-hydroxybutanoate